(R)-(3-(1-aminoethyl)-4-fluoro-5-(trifluoromethyl)phenyl)carbamic acid benzyl ester C(C1=CC=CC=C1)OC(NC1=CC(=C(C(=C1)C(F)(F)F)F)[C@@H](C)N)=O